OCC(=O)OCC1=C(N=C2N1C=1N=C(C=C(C1C=C2)C2=CC=C(C=C2)C)C(C(F)(F)F)(F)F)C=2OC=NN2 (8-(1,3,4-oxadiazol-2-yl)-2-(perfluoroethyl)-4-(p-tolyl)imidazo[1,2-a][1,8]naphthyridin-9-yl)methyl 2-hydroxyacetate